Methyl-3-{[2-(4-chlorophenyl)imidazo[1,2-a]pyridin-3-yl]methyl}-3,8-diazabicyclo[3.2.1]octan-8-carboxylat COC(=O)N1C2CN(CC1CC2)CC2=C(N=C1N2C=CC=C1)C1=CC=C(C=C1)Cl